[N+](=O)([O-])C1=CC=CC=2C(N=CSC21)=O 8-nitro-4H-benzo[e][1,3]Thiazin-4-one